C(=O)CC(=O)[O-] formylacetate